COC=1C=C2CN(C(C2=CC1)=O)C=1C=NC(=CC1)OCC=1C=NC=CC1 5-Methoxy-2-{6-[(pyridin-3-yl)methoxy]pyridin-3-yl}-2,3-dihydro-1H-isoindol-1-one